BrC=1C=NC=2CCN(C(C2C1)=O)CC1=C(C=CC(=C1)F)OC1CCOCC1 3-bromo-6-(5-fluoro-2-((tetrahydro-2H-pyran-4-yl)oxy)benzyl)-7,8-dihydro-1,6-naphthyridin-5(6H)-one